1-(1-(2-(adamantan-1-yl)acetyl)piperidin-4-yl)-1H-benzo[d]imidazol-2(3H)-one C12(CC3CC(CC(C1)C3)C2)CC(=O)N2CCC(CC2)N2C(NC3=C2C=CC=C3)=O